ClC=1C=C(SC1Cl)S(=O)(=O)N1CCC2(CC(CO2)NCCCOC=2C=C(C=CC2)S(=O)(=O)NC)CC1 3-((2S)-3-(8-(4,5-dichloro-thiophen-2-ylsulfonyl)-1-oxa-8-azaspiro[4.5]dec-3-ylamino)propoxy)-N-methylbenzenesulfonamide